C[Si](C#CC1=CC=C2C(=NNC2=C1)C(=O)OC)(C)C methyl 6-(2-trimethylsilylethynyl)-1H-indazole-3-carboxylate